NC1=CC(=CC(=N1)C1CN(C1)C(=O)OC(C)(C)C)C1CCN(CC1)CC1CC1 tert-butyl 3-{6-amino-4-[1-(cyclopropylmethyl)piperidin-4-yl]pyridin-2-yl}azetidine-1-carboxylate